Bis(1-adamantyl)phosphinic chloride C12(CC3CC(CC(C1)C3)C2)P(=O)(C23CC1CC(CC(C2)C1)C3)Cl